N-(1,3-dimethylbutyloxy)-3-(triethoxysilyl)-1-propylamine CC(CC(C)C)ONCCC[Si](OCC)(OCC)OCC